4-(((5'-chloro-2'-((1-((2-(2,6-dioxopiperidin-3-yl)-6-fluoro-1-oxoisoindoline-5-yl)methyl)piperidin-4-yl)amino)-[2,4'-bipyridyl]-6-yl)amino)methyl)tetrahydro-2H-pyran-4-carbonitrile ClC=1C(=CC(=NC1)NC1CCN(CC1)CC=1C=C2CN(C(C2=CC1F)=O)C1C(NC(CC1)=O)=O)C1=NC(=CC=C1)NCC1(CCOCC1)C#N